C(#N)C=1C(=NN2C1NC1=C(CC2)C=C(C=C1)N1CCNCC1)C1=CC(=C(CNC(OC(C)(C)C)=O)C=C1)C tert-butyl (4-(3-cyano-7-(piperazin-1-yl)-9,10-dihydro-4H-benzo[d]pyrazolo[1,5-a][1,3]diazepin-2-yl)-2-methylbenzyl)carbamate